tert-butyl (3aR,5s,6aS)-5-(1,3-dioxoisoindolin-2-yl)hexahydrocyclopenta[c]pyrrole-2(1H)-carboxylate O=C1N(C(C2=CC=CC=C12)=O)C1C[C@@H]2[C@@H](CN(C2)C(=O)OC(C)(C)C)C1